3-bromo-1-{(2S)-2-[(tert-butoxycarbonyl)amino]propyl}-1H-pyrazole-5-carboxylic acid BrC1=NN(C(=C1)C(=O)O)C[C@H](C)NC(=O)OC(C)(C)C